C1(CCCCC1)OC(=O)C1(C(OC2=CC=CC=C2C1=O)C1=CC=CC=C1)CC=C=CC1=CC=CC=C1.C(=C)[Si](O[Si](O[Si](C=C)(C)C)(C)C)(C)C 1,5-divinyl hexamethyl trisiloxane (-)-Cyclohexyl-4-oxo-2-phenyl-3-(4-phenylbuta-2,3-dien-1-yl)chromane-3-carboxylate